2-((19,19,19-trifluorononadecyl)oxy)tetrahydro-2H-pyran FC(CCCCCCCCCCCCCCCCCCOC1OCCCC1)(F)F